N-(4-(8-azabicyclo[3.2.1]octan-8-yl)-3-fluoro-5-methylphenyl)-2-(3,3-diethylazetidin-1-yl)-5-(2-fluoroethyl)oxazole-4-carboxamide C12CCCC(CC1)N2C2=C(C=C(C=C2C)NC(=O)C=2N=C(OC2CCF)N2CC(C2)(CC)CC)F